C(C)(=O)OC[C@@H]1C=C[C@@H](N2C(C=3N(N1C2)C=C(C(C3OCC3=CC=CC=C3)=O)C(NCC3=C(C=C(C=C3F)F)F)=O)=O)C (1S,2S,5S)-8-(benzyloxy)-5-methyl-7,9-dioxo-10-((2,4,6-trifluorobenzyl) carbamoyl)-2,5,7,9-tetrahydro-1,6-methanopyrido[1,2-b][1,2,5]triazonin-2-ylmethyl acetate